[N+](=O)([O-])C=1C=C(C=CC1)NC1=NC(=C2N=CNC2=N1)C=1C=C(C(=O)O)C=CC1 3-(2-((3-nitrophenyl)amino)-9H-purin-6-yl)benzoic acid